2-(7-((2S,5R)-4-(2,4-difluorobenzyl)-2,5-diethylpiperazin-1-yl)-4-methyl-5-oxo-4,5-dihydro-2H-pyrazolo[4,3-b]pyridine-2-yl)acetonitrile FC1=C(CN2C[C@@H](N(C[C@H]2CC)C=2C=3C(N(C(C2)=O)C)=CN(N3)CC#N)CC)C=CC(=C1)F